naphtho[2,1-b]furan-2(1H)-one C1C2=C(OC1=O)C=CC1=CC=CC=C12